Cl.OC1[C@H](N)[C@@H](O)[C@@H](O)[C@H](O1)CO galactosamine hydrochloride salt